C1(CC1)C1=NC(=CC(=C1)C1=C(C=C(C#N)C=C1)C1=NN=CN1C)C=1OC2=C(N1)C=C(C=C2F)CN2[C@@H]1CO[C@H](C2)C1 4-(2-Cyclopropyl-6-{7-fluoro-5-[(1S,4S)-2-oxa-5-azabicyclo[2.2.1]heptan-5-ylmethyl]-1,3-benzoxazol-2-yl}pyridin-4-yl)-3-(4-methyl-1,2,4-triazol-3-yl)benzonitrile